BrC1=CC=C(C=C1)C(C(NO)=N)(F)F 2-(4-bromophenyl)-2,2-difluoro-N-hydroxyacetimidamide